trans-(6-Methylpyridin-3-yloxy)-cyclohexanecarboxylic acid methyl ester COC(=O)C1(CCCCC1)OC=1C=NC(=CC1)C